(2-(dimethylamino)phenyl)-5-(4-(1-isopropyl-4-(trifluoromethyl)-1H-imidazol-2-yl)benzyl)pyrrole CN(C1=C(C=CC=C1)C=1NC(=CC1)CC1=CC=C(C=C1)C=1N(C=C(N1)C(F)(F)F)C(C)C)C